C(C)O[Si](CCCN1CCN(CC1)CCC[Si](OCC)(OCC)OCC)(OCC)OCC 1,4-bis(3-(triethoxysilyl)propyl)piperazine